fluorenyl bromide C1(=CC=CC=2C3=CC=CC=C3CC12)Br